(1-(3-(trifluoromethyl)phenyl)pyrrolidin-3-yl)methanamine FC(C=1C=C(C=CC1)N1CC(CC1)CN)(F)F